CN(C=1C=CC=2C3(C4=CC=C(C=C4OC2C1)N(C)C)OC(C1=CC=CC=C13)=O)C 3',6'-bis(dimethylamino)-3-oxo-3H-spiro[isobenzofuran-1,9'-xanthen]